C1=CCOC=2SC3=CC=CC=C3SC12 4-oxathianthrene